4-[4-(4-Methoxyphenyl)piperidin-1-yl]-1,7-dimethyl-2-oxo-1,2-dihydroquinoline-3-carbonitrile COC1=CC=C(C=C1)C1CCN(CC1)C1=C(C(N(C2=CC(=CC=C12)C)C)=O)C#N